FC1=CC=C(C(=O)C2=CNC=C2)C=C1 3-(4-fluorobenzoyl)-1H-pyrrole